N[C@H]1CN(C[C@@H](C1)F)C(=O)C1=CC2=C(N(C(=N2)C2=CC=3C(=NC(=CC3)C=3C=NC(=NC3)C(=O)N)N2CC2CC2)C)C(=C1)OC 5-(2-{5-[(3R,5R)-3-amino-5-fluoropiperidine-1-carbonyl]-7-methoxy-1-methyl-1H-1,3-benzodiazol-2-yl}-1-(cyclopropylmethyl)-1H-pyrrolo[2,3-b]pyridin-6-yl)pyrimidine-2-carboxamide